C(#N)[C@H](C[C@H]1C(NCC1)=O)NC(=O)[C@H]1N(CC[C@H](C1)C)C([C@@H](NC(C(F)(F)F)=O)C(C)C)=O (2S,4R)-N-{(1S)-1-cyano-2-[(3S)-2-oxopyrrolidin-3-yl]ethyl}-4-methyl-1-[N-(trifluoroacetyl)-L-valyl]piperidine-2-carboxamide